C(C)C(CC(F)(F)CC)C(C(=O)O)C(=O)O.NC1=NC(=C(C(=N1)O)CCC(F)F)O 2-amino-5-(3,3-difluoropropyl)pyrimidine-4,6-diol Diethyl-2-(3,3-difluoropropyl)propanedioate